N(C(C(C(N(C(C(C(C(N(C(CCN)([2H])[2H])[2H])([2H])[2H])([2H])[2H])([2H])[2H])([2H])[2H])[2H])([2H])[2H])([2H])[2H])([2H])[2H])([2H])[2H] spermine-d20